2-n-heptyl-1,3-dioxane-5-ol C(CCCCCC)C1OCC(CO1)O